C(#N)CC=1C=C(CSC=2NC(C(=C(N2)C=2SC=CC2)C#N)=O)C=CC1 2-(3-Cyanomethyl-benzylsulfanyl)-6-oxo-4-thiophen-2-yl-1,6-dihydro-pyrimidine-5-carbonitrile